[Li].N1N=CC=C1 pyrazole lithium salt